4-[2-(3-methylisoxazol-5-yl)-5-(3-phenylpyrazol-1-yl)pyrazolo[1,5-a]pyrimidin-7-yl]morpholine CC1=NOC(=C1)C1=NN2C(N=C(C=C2N2CCOCC2)N2N=C(C=C2)C2=CC=CC=C2)=C1